C12CCC(CC1)N2C2=C(C=C1C(=N2)COC1)C(=O)NC=1C=C2C(=CC(NC2=C(C1)OC)=O)C 2-(7-azabicyclo[2.2.1]hept-7-yl)-N-(8-methoxy-4-methyl-2-oxo-1H-quinolin-6-yl)-5,7-dihydrofuro[3,4-b]pyridine-3-carboxamide